FC=1C=CC(=NC1)N1N=C(C=C1O)C(F)(F)F (5-fluoropyridin-2-yl)-3-trifluoromethyl-1H-pyrazol-5-ol